N(=[N+]=[N-])CC1=CC=C(N)C=C1 4-(azidomethyl)aniline